Ethyl 1-(4-(aminomethyl) phenyl)-5-methyl-1H-pyrazole-3-carboxylate NCC1=CC=C(C=C1)N1N=C(C=C1C)C(=O)OCC